C(C1=CC=CC=C1)NC=1C(C2=C3C(CCN=C3C1)=CN2)=O 7-(Benzylamino)-1,3,4,8-tetrahydropyrrolo[4,3,2-de]quinoline-8-one